ClC=1C(=C(C(=CC1C)O)C=1C(=CC=CC1C)C#N)C (S)-3'-chloro-6'-hydroxy-2',4',6-trimethyl-[1,1'-biphenyl]-2-carbonitrile